C(C)OC(=CC(=O)OCC)OCC ethyl 3,3-diethoxyacrylate